FC1=C(C(=CC=C1)F)C=1N=C(SC1)\C=C\C1=CC=C(C=C1)Cl (E)-4-(2,6-difluorophenyl)-2-p-chlorostyrylthiazole